1-(2-(bis(4H-benzo[d][1,3]dioxin-6-yl)methyl)-2,7-diazaspiro[3.5]nonane-7-carbonyl)-1H-1,2,4-triazole-3-carbonitrile O1COCC2=C1C=CC(=C2)C(N2CC1(C2)CCN(CC1)C(=O)N1N=C(N=C1)C#N)C1=CC2=C(OCOC2)C=C1